ClC1=CC=C(C=C1)C=1C=NC=2N(C1)N=C(C2C2=NC1=C(C=NC(=C1)C(F)(F)F)N2C)SCC 2-(6-(4-chlorophenyl)-2-(ethylthio)pyrazolo[1,5-a]pyrimidin-3-yl)-3-methyl-6-(trifluoromethyl)-3H-imidazo[4,5-c]pyridine